FC(C1=NN2C(N=C(C=C2NC[C@@H](C2=CC=C(C=C2)F)N2[C@H]3CC([C@@H](C2)C3)O)C(F)(F)F)=C1)(F)F |o1:12,21,24| (1R*,4R*)-2-((R*)-2-((2,5-bis(trifluoromethyl)pyrazolo[1,5-a]pyrimidin-7-yl)amino)-1-(4-fluorophenyl)ethyl)-2-azabicyclo[2.2.1]heptan-5-ol